thiazolidine-2,4-dione trifluoroacetate salt FC(C(=O)O)(F)F.S1C(NC(C1)=O)=O